CC1=NN2C(N(CCC2)C(CCC(=O)NC2=CC=C(C=C2)C2=CC(=CC=C2)C)=O)=C1 4-(2-methyl-6,7-dihydropyrazolo[1,5-a]pyrimidin-4(5H)-yl)-N-(3'-methyl-[1,1-biphenyl]-4-yl)-4-oxobutanamide